C(C=C)(=O)N1C(CN(CC1)C(CCC1=CC=C(C=C1)OC)=O)=O 1-acryloyl-4-(3-(4-methoxyphenyl)propionyl)piperazin-2-one